[3-bromo-4-(cyclopropylmethoxy)phenyl]sulfamate BrC=1C=C(C=CC1OCC1CC1)NS([O-])(=O)=O